6-Chloro-N-(difluoromethylsulfonyl)-3-[[(1R)-1-(3,6-dimethyl-4-oxo-2-phenyl-chromen-8-yl)ethyl]amino]pyridine-2-carboxamide ClC1=CC=C(C(=N1)C(=O)NS(=O)(=O)C(F)F)N[C@H](C)C=1C=C(C=C2C(C(=C(OC12)C1=CC=CC=C1)C)=O)C